C(C)(C)(C)OC(N(C)CC1=CC=C(C=C1)CCOC1=C(N=NC(=C1)Cl)N)=O (4-(2-((3-amino-6-chloropyridazin-4-yl)oxy)ethyl)benzyl)(methyl)carbamic acid tert-butyl ester